N[C@@H]1[C@H](CCC1)OC=1C(=C2CN(C(C2=CC1)=O)C1C(NC(CC1)=O)=O)F 3-(5-(((1s,2s)-2-aminocyclopentyl)oxy)-4-fluoro-1-oxoisoindolin-2-yl)piperidine-2,6-dione